4-ethoxy-N-(8-fluoro-2-methylimidazo[1,2-a]pyridin-6-yl)-2-(3-((methylamino)methyl)pyrrolidin-1-yl)pyrimidine-5-carboxamide C(C)OC1=NC(=NC=C1C(=O)NC=1C=C(C=2N(C1)C=C(N2)C)F)N2CC(CC2)CNC